C(C)(C)(C)OC(=O)NC(C(=O)OC)CC=1C(NC2=CC(=CC=C2C1)F)=O Methyl 2-((tert-butoxycarbonyl)amino)-3-(7-fluoro-2-oxo-1,2-dihydroquinolin-3-yl)propanoate